Cl.ClC=1C(=C(C=CC1F)C(N)[C@@H]1C[C@H](C1)C(F)(F)F)F (3-chloro-2,4-difluorophenyl)-(trans-3-(trifluoromethyl)cyclobutyl)methanamine hydrochloride